O[C@@H]1[C@H]2[C@@]3(C[C@@]3([C@@H](C1)O2)C(=O)NC2=CC(=CC(=C2)C(F)(F)F)C)C=2C(=NN(C2)C)C(F)(F)F |r| rac-(1r,2r,4s,5r,6s)-6-hydroxy-4-(1-methyl-3-(trifluoromethyl)-1H-pyrazol-4-yl)-N-(3-methyl-5-(trifluoromethyl)phenyl)-8-oxatricyclo[3.2.1.02,4]octane-2-carboxamide